(±)-1-fluoro-N-(4-(oxazol-5-yl)phenyl)-6,7,8,9-tetrahydro-5H-5,8-epiminocyclohepta[c]-pyridine-10-carboxamide FC1=NC=CC2=C1CC1CCC2N1C(=O)NC1=CC=C(C=C1)C1=CN=CO1